2-(3,6-dihydro-2H-pyran-4-yl)-8-fluoroquinazoline-6-carbaldehyde O1CCC(=CC1)C1=NC2=C(C=C(C=C2C=N1)C=O)F